C(C)C1(OC1)CC 2,2-Diethyloxirane